(S)-3-amino-3-(4-(ethylsulfonyl)phenyl)propan 3-METHYLBUTYL-2-METHYLBUTANOATE CC(CCOC(C(CC)C)=O)C.N[C@@H](CC)C1=CC=C(C=C1)S(=O)(=O)CC